tert-butyl N-[5-(1,1-difluoroethyl)-3-ethylsulfonyl-2-pyridinyl]Carbamate FC(C)(F)C=1C=C(C(=NC1)NC(OC(C)(C)C)=O)S(=O)(=O)CC